SCSCC1SCS1 mercaptomethylthiomethyl-1,3-dithiacyclobutane